C(C1=CC=CC=C1)NC(N([C@@H]1CC[C@H](CC1)NC1=NC=C(C(=N1)OC1COC1)C(F)(F)F)C1=NC=C(N=C1)C1=CC(N(C=C1)CC)=O)=O 3-benzyl-1-(5-(1-ethyl-2-oxo-1,2-dihydropyridin-4-yl)pyrazin-2-yl)-1-(trans-4-((4-((oxetan-3-yl)oxy)-5-(trifluoromethyl)pyrimidin-2-yl)amino)cyclohexyl)urea